(S)-2-amino-3-cyclohexylpropan-1-ol N[C@H](CO)CC1CCCCC1